3-[[(1R)-1-(3,6-dimethyl-4-oxo-2-phenyl-benzopyran-8-yl)ethyl]amino]pyridine-2-carboxylic acid CC1=C(OC2=C(C1=O)C=C(C=C2[C@@H](C)NC=2C(=NC=CC2)C(=O)O)C)C2=CC=CC=C2